C1(CC1)C1=CC(=NN1)NC(CC=1C=NN(C1)C=1C=C(C=CC1)C)=O N-(5-cyclopropyl-1H-pyrazol-3-yl)-2-(1-(m-tolyl)-1H-pyrazol-4-yl)acetamide